OC1CC(C1)N1C=C(C(=CC1=O)C(=O)OC)C(=O)OC(C)(C)C 3-(tert-butyl) 4-methyl 1-((1s,3s)-3-hydroxycyclobutyl)-6-oxo-1,6-dihydropyridine-3,4-dicarboxylate